CN1N=C(C(=C1)C(=O)O\N=C\C1=CC=C(C=C1)OC)C(F)F (E)-4-methoxybenzaldehyde O-(1-methyl-3-(difluoromethyl)-1H-pyrazole-4-carbonyl) oxime